ClC1=CC(=C2C=C(NC2=C1Cl)C(=O)NC1=CC(=CC=C1)N1CCN(CC1)C)SC1=C(C=C(C=C1)Cl)Cl 6,7-dichloro-4-(2,4-dichlorophenyl)sulfanyl-N-[3-(4-methylpiperazin-1-yl)phenyl]-1H-indole-2-carboxamide